N-(2-(4-ethyl-3-((1R,3R)-3-methyl-2-(2,2,2-trifluoroethyl)-2,3,4,9-tetrahydro-1H-pyrido[3,4-b]indol-1-yl)phenoxy)ethyl)-3-fluoropropan-1-amine C(C)C1=C(C=C(OCCNCCCF)C=C1)[C@H]1N([C@@H](CC2=C1NC1=CC=CC=C21)C)CC(F)(F)F